4,4,5,5-tetramethyl-1,3,2-dioxaborolan-2-yl-1H-benzo[d]imidazole CC1(OB(OC1(C)C)N1C=NC2=C1C=CC=C2)C